BrC1=C2C(=CN=C1)N(N=C2)CC(=O)OCC ethyl 2-{4-bromopyrazolo[3,4-c]pyridin-1-yl}acetate